C(CC)C(C(=O)OC1COCC1)CCC oxolan-3-yl 2-propylpentanoate